O=C1NC(CCC1N1C(C2=CC=C(C=C2C1=O)NCCCCCCCC(=O)O)=O)=O 8-[[2-(2,6-dioxo-3-piperidinyl)-1,3-dioxo-isoindol-5-yl]amino]octanoic acid